2-amino-9-((2R,3R,5S)-3-hydroxy-5-((S)-1-hydroxypropyl)tetrahydrofuran-2-yl)-7-((R)-2-hydroxypropyl)-7,9-dihydro-8H-purin-8-one NC1=NC=C2N(C(N(C2=N1)[C@@H]1O[C@@H](C[C@H]1O)[C@H](CC)O)=O)C[C@@H](C)O